2-(3-fluoro-2-(hydroxymethyl)pyridin-4-yl)-2-oxoethyl (3S)-7-(6-amino-3-chloro-2-fluorophenyl)-8a-methyl-5-oxo-1,2,3,5,8,8a-hexahydroindolizine-3-carboxylate NC1=CC=C(C(=C1C1=CC(N2[C@@H](CCC2(C1)C)C(=O)OCC(=O)C1=C(C(=NC=C1)CO)F)=O)F)Cl